perfluorosulfonium hexafluorophosphate F[P-](F)(F)(F)(F)F.F[S+](F)F